C[C@@H]1N(CC1)C1=NC2=CC=CC=C2C(=N1)N1CC2C(C(C1)C2)CC(=O)OCC ethyl 2-(3-(2-((S)-2-methylazetidin-1-yl)quinazolin-4-yl)-3-azabicyclo[3.1.1]heptan-6-yl)acetate